methyl 1-{2-[(tert-butyldimethylsilyl) oxy]-2-methylpropyl}-2-(ethoxymethyl)-5-phenyl-1H-imidazole-4-carboxylate [Si](C)(C)(C(C)(C)C)OC(CN1C(=NC(=C1C1=CC=CC=C1)C(=O)OC)COCC)(C)C